ClC=1N=C(C2=C(N1)C(=CS2)C2=CC=NN2C2OCCCC2)N2[C@@H](COCC2)C (3R)-4-(2-Chloro-7-(1-(tetrahydro-2H-pyran-2-yl)-1H-pyrazol-5-yl)thieno[3,2-d]pyrimidine-4-yl)-3-methylmorpholine